((2,2,2-trifluoroethoxy)methyl)ammonium FC(COC[NH3+])(F)F